SILICON-germanium [Ge].[Si]